C(O)([O-])=O.C(C)(C)[N+]1=CN(C2=C1C=C1C=CC=CC1=C2)C(C)C 1,3-diisopropyl-naphtho[2,3-d]imidazolium hydrogen carbonate